benzocyclobuteneideal [C-]1=C(C2=C1C=CC=C2)C=O